N-isopropyl-N-((S)-tetrahydrofuran-3-yl)benzamide C(C)(C)N(C(C1=CC=CC=C1)=O)[C@@H]1COCC1